1-[(1S,4S)-5-[4-[[3-fluoro-5-[(1-fluorocyclopropyl)methoxy]-2-pyridyl]amino]pyrido[3,2-d]pyrimidin-6-yl]-2,5-diazabicyclo[2.2.1]heptan-2-yl]prop-2-en-1-one FC=1C(=NC=C(C1)OCC1(CC1)F)NC=1C2=C(N=CN1)C=CC(=N2)N2[C@@H]1CN([C@H](C2)C1)C(C=C)=O